Cl.O=C1N(C=2C(=NC=CC2)N1[C@@H]1CNCC1)C1=CC=C(C=C1)C1=CC=C(C=C1)C(=O)OC Methyl (S)-4'-(2-oxo-3-(pyrrolidin-3-yl)-2,3-dihydro-1H-imidazo[4,5-b]pyridin-1-yl)-[1,1'-biphenyl]-4-carboxylate hydrochloride